ethyl (3-(6-(4-(4-methylpiperazin-1-yl)phenyl)furo[3,2-b]pyridin-3-yl)phenyl)carbamate CN1CCN(CC1)C1=CC=C(C=C1)C=1C=C2C(=NC1)C(=CO2)C=2C=C(C=CC2)NC(OCC)=O